C(C)OCCN1CCC(CC1)NC(=O)N1CC(C2=NC(=CC=C21)C)(C)C N-(1-(2-ethoxyethyl)piperidin-4-yl)-3,3,5-trimethyl-2,3-dihydro-1H-pyrrolo[3,2-b]pyridine-1-carboxamide